C(C)O[Si](CCCC(C(=S)O)CCCCCC)(OCC)OCC.C(CCCCCCC)(=O)SCCC[Si](OCC)(OCC)OCC 3-octanoylthio-1-propyltriethoxysilane (3-triethoxysilylpropylthiooctanoate)